[Br-].C[N+](C)(C(CCCCCCCCCCC)[C-]1C=CC=C1)C.[CH-]1C=CC=C1.[Fe+2] N,N-dimethylferrocenyl-methyldodecylammonium bromide